8-((4-chlorophenyl)sulfonyl)-3-(2-(4-(p-tolyl)piperazin-1-yl)ethyl)-2-oxa-8-azaspiro[4.5]decan-1-one ClC1=CC=C(C=C1)S(=O)(=O)N1CCC2(CC(OC2=O)CCN2CCN(CC2)C2=CC=C(C=C2)C)CC1